FC(C1=CC=C(C=C1)C=1SC2=C(N1)C=CC=C2)(F)F 2-(4-trifluoromethyl-phenyl)benzothiazole